C(=C)C1C(C1)(C(=O)O)C(=O)O 2-vinyl-cyclopropane-1,1-dicarboxylic acid